1-ethyl-2-oxo-2,3-dihydro-1H-benzo[d]imidazole-5-carbaldehyde C(C)N1C(NC2=C1C=CC(=C2)C=O)=O